Cerium-Iron Boron [B].[Fe].[Ce]